BrC1=CC=C2C(=NN=C(C2=C1)NC(C)C1=C(C(=CC=C1)C(F)(F)F)C)C 7-bromo-4-methyl-N-(1-(2-methyl-3-(trifluoromethyl)phenyl)ethyl)phthalazin-1-amine